6-diazo-5,6-dihydro-5-oxo-1-naphthalenesulfonic acid chloride [N+](=[N-])=C1C(C=2C=CC=C(C2C=C1)S(=O)(=O)Cl)=O